4-trifluoromethyl-N-(4-(3-(pyridin-4-yl)imidazo[1,2-b]pyridazin-6-yl)phenyl)benzenesulfonamide FC(C1=CC=C(C=C1)S(=O)(=O)NC1=CC=C(C=C1)C=1C=CC=2N(N1)C(=CN2)C2=CC=NC=C2)(F)F